2-(6-bromo-3,4-dihydro-2H-quinolin-1-yl)-N-isopropyl-acetamide BrC=1C=C2CCCN(C2=CC1)CC(=O)NC(C)C